ClC1=C(OCC=2C(=C(C=CC2)C2=C(C(=CC=C2)OCCCN2N=NC(=C2)C=O)C)C)C=C(C(=C1)C=O)OC 1-(3-((3'-((2-chloro-4-formyl-5-methoxyphenoxy)methyl)-2,2'-dimethyl-[1,1'-biphenyl]-3-yl)oxy)propyl)-1H-1,2,3-triazole-4-carbaldehyde